ClC1=CC=C(C=C1)C1=CN=C(O1)C(=O)O 5-(4-chlorophenyl)oxazole-2-carboxylic acid